BrC=1C=C(C(=NC1)[N+](=O)[O-])OC(C)C1=C(C=CC(=C1)F)C1=CC=NN1C 5-(2-(1-((5-bromo-2-nitropyridin-3-yl)oxy)ethyl)-4-fluorophenyl)-1-methyl-1H-pyrazol